(S or R)-N-[2-(3,4-dimethyl-2-oxo-1,2-dihydropyridin-1-yl)-3-{[(CIS)-4-phenylcyclohexyl]oxy}propyl]methane-sulfonamide CC=1C(N(C=CC1C)[C@@H](CNS(=O)(=O)C)CO[C@@H]1CC[C@@H](CC1)C1=CC=CC=C1)=O |o1:8|